benzoic acid-2-methoxyphenyl ester COC1=C(C=CC=C1)OC(C1=CC=CC=C1)=O